CC(C)(CC(C)(C)C)NC(=O)C=1N=CC2=CC=CC=C2C1 3-((2,4,4-trimethylpentan-2-yl)carbamoyl)isoquinoline